N-(9,9-dimethyl-9H-fluorene-2-yl)-N-(2''-bromo-1,1':4',1''-terphenyl-4-yl)aniline CC1(C2=CC=CC=C2C=2C=CC(=CC12)N(C1=CC=CC=C1)C1=CC=C(C=C1)C1=CC=C(C=C1)C1=C(C=CC=C1)Br)C